6-amino-2-(3,5-dichloro-4-[[6-chloro-5-(oxolan-3-yl)-pyridazin-3-yl]oxy]phenyl)-4H-1,2,4-triazine-3,5-dione NC=1C(NC(N(N1)C1=CC(=C(C(=C1)Cl)OC=1N=NC(=C(C1)C1COCC1)Cl)Cl)=O)=O